4-(tert-butyldimethylsilyloxy)phenol [Si](C)(C)(C(C)(C)C)OC1=CC=C(C=C1)O